Methyl (S)-3-((6a,7,8,9-tetrahydro-6H-pyrido[3,2-b]pyrrolo[1,2-d][1,4]oxazin-4-yl)thio)propanoate N1=CC=C(C=2OC[C@H]3N(C21)CCC3)SCCC(=O)OC